3'-methoxy-4',5'-methylenedioxycinnamyl alcohol COC1=CC(=CC2=C1OCO2)/C=C\CO